CN(C(=O)C=1N=NC=C(C1)C)C N,N,5-trimethylpyridazine-3-carboxamide